(Z)-tetradeca-9-en-1-ol C(CCCCCCC\C=C/CCCC)O